2-[4-chloro-5-fluoro-2-(methoxymethoxy)phenyl]4,4,5,5-tetramethyl-1,3,2-dioxaborolan ClC1=CC(=C(C=C1F)B1OC(C(O1)(C)C)(C)C)OCOC